1-(6,7-dihydro-5H-benzo[6,7]cyclohepta[1,2-c]pyridazin-3-yl)-N3-(6-(3-piperidin-1-yl-(E)-propenyl)pyridin-3-yl)-1H-1,2,4-triazole-3,5-diamine N1=NC(=CC2=C1C1=C(CCC2)C=CC=C1)N1N=C(N=C1N)NC=1C=NC(=CC1)\C=C\CN1CCCCC1